tert-butyl (tert-butoxycarbonyl)(2-((tert-butoxycarbonyl)amino)-5-fluorobenzyl)carbamate C(C)(C)(C)OC(=O)N(C(OC(C)(C)C)=O)CC1=C(C=CC(=C1)F)NC(=O)OC(C)(C)C